1-(((Z)-octadec-9-en-1-yl)oxy)-4-(((9Z,12Z)-octadeca-9,12-dien-1-yl)oxy)butane-2,3-diyl bis(5-morpholinopentanoate) O1CCN(CC1)CCCCC(=O)OC(COCCCCCCCC\C=C/CCCCCCCC)C(COCCCCCCCC\C=C/C\C=C/CCCCC)OC(CCCCN1CCOCC1)=O